tert-butyl ((3S,4S)-1-(4-(4-(((2S,6R)-4-(8-cyanoquinolin-5-yl)-6-methylmorpholin-2-yl)methyl)piperazin-1-yl)-6-methylpyrimidin-2-yl)-4-methoxypyrrolidin-3-yl)carbamate C(#N)C=1C=CC(=C2C=CC=NC12)N1C[C@@H](O[C@@H](C1)C)CN1CCN(CC1)C1=NC(=NC(=C1)C)N1C[C@@H]([C@H](C1)OC)NC(OC(C)(C)C)=O